perfluoro-octyl-ammonium F[N+](C(C(C(C(C(C(C(C(F)(F)F)(F)F)(F)F)(F)F)(F)F)(F)F)(F)F)(F)F)(F)F